but-1,4-ynediol C(#CCCO)O